N-(3-cyano-1-(3-(trifluoromethyl)benzyl)-1H-indol-5-yl)acrylamide C(#N)C1=CN(C2=CC=C(C=C12)NC(C=C)=O)CC1=CC(=CC=C1)C(F)(F)F